C(C)OC(\C=C\C=1C(=NC(=NC1)Cl)NCC1=CC=C(C=C1)C=1N(C=C(N1)C(F)(F)F)C)=O.C1(=CC=CC2=CC=CC=C12)C=1C2=CC=CC=C2C(=C2C=CC=CC12)C1=CC=CC2=CC=CC=C12 9,10-bis(1-naphthyl)anthracene ethyl-(E)-3-(2-chloro-4-((4-(1-methyl-4-(trifluoromethyl)-1H-imidazol-2-yl)benzyl)amino)pyrimidin-5-yl)acrylate